C1(CC1)C(CNC(=O)C=1NC(C=CN1)=O)CC1=CC(=C(C=C1)F)F N-(2-cyclopropyl-3-(3,4-difluorophenyl)propyl)-6-oxo-1,6-dihydropyrimidine-2-carboxamide